P.[Se] selenium phosphine